C(C1=CC=CC=C1)N1C[C@H]2[C@@]3(NC([C@@H]([C@H]([C@@H]31)CC3=CC=CC=C3)C2)=O)C(=O)NC2CCC(CC2)C |o1:9,10,13,14,15| (3S*,3aS*,6R*,7R*,7aS*)-1,7-dibenzyl-N-((1R,4S)-4-methylcyclohexyl)-5-oxooctahydro-3aH-3,6-methanopyrrolo[3,2-b]pyridine-3a-carboxamide